2-(undec-10-ene-1-yl)tridec-12-ene-1-amine C(CCCCCCCCC=C)C(CN)CCCCCCCCCC=C